tert-butyl(5-((2-(2,6-dioxopiperidin-3-yl)-1,3-dioxoisoindolin-4-yl)amino)pentyl) (methyl)carbamate CNC(OCCCCC(NC1=C2C(N(C(C2=CC=C1)=O)C1C(NC(CC1)=O)=O)=O)C(C)(C)C)=O